2-(morpholin-4-yl)ethane-1-amine N1(CCOCC1)CCN